17α,21-dihydroxypregnene O[C@]1(C=CO)CC[C@H]2[C@@H]3CCC4CCCC[C@]4(C)[C@H]3CC[C@]12C